C(=CCCCCCC)C=1C(C(=C(C(C1C)=O)O)OC)=O 2-octenyl-3-methyl-5-hydroxy-6-methoxy-1,4-benzoquinone